1-({6-[(4R,5S)-5-Methyl-2-oxo-4-imidazolidinyl]hexanoyl}oxy)-2,5-pyrrolidinedione C[C@H]1[C@H](NC(N1)=O)CCCCCC(=O)ON1C(CCC1=O)=O